2,6-dimethyl-10-methylenedodeca-2,6,11-triene-1-aldehyde CC(C=O)=CCCC(=CCCC(C=C)=C)C